[6-(2,3-Dihydro-benzo[1,4]dioxin-5-yl)-pyridin-3-yl]-(3-dimethylaminomethyl-phenyl)-amine O1CCOC2=C1C=CC=C2C2=CC=C(C=N2)NC2=CC(=CC=C2)CN(C)C